amino-N-[(dimethylamino)methylidene]-2-[1-(tetrahydro-2H-pyran-2-yl)-1H-pyrazol-4-yl]benzenesulfonamide NC=1C(=C(C=CC1)S(=O)(=O)N=CN(C)C)C=1C=NN(C1)C1OCCCC1